NC1CN(C1)C1CC(N(C1)C1=CC=C(C=C1)S(=O)(=O)N1CCN(CC1)C1=NC(=CC(=C1)C(F)(F)F)Cl)=O 4-(3-Aminoazetidin-1-yl)-1-[4-[4-[6-chloro-4-(trifluoromethyl)-2-pyridyl]piperazin-1-yl]sulfonylphenyl]pyrrolidin-2-one